N1(CCNCC1)C1=CC=CC(=N1)C=1C=NN2C1C=CC=C2 3-(6-(piperazin-1-yl)pyridin-2-yl)pyrazolo[1,5-a]pyridine